amino-7-(4-(trifluoromethyl)benzyl)-7,9-dihydro-1H-purine-6,8-dione NN1C=NC=2NC(N(C2C1=O)CC1=CC=C(C=C1)C(F)(F)F)=O